FC1=CC=CC(=N1)CNC(=O)C1=CC2=CC=CC(=C2C=C1)C1=CC=C(C=C1)C(F)(F)F N-((6-fluoropyridin-2-yl)methyl)-5-(4-(trifluoromethyl)phenyl)-2-naphthamide